C1(CC1)N1CCP(CC1)(=O)C1=CC(=C(C=C1)NC=1N=C(C2=C(N1)NC=C2C#N)N[C@@H]2COCC2)OC (S)-2-((4-(1-cyclopropyl-4-oxido-1,4-azaphosphinan-4-yl)-2-methoxyphenyl)amino)-4-((tetrahydrofuran-3-yl)amino)-7H-pyrrolo[2,3-d]pyrimidine-5-carbonitrile